(2RS)-3-amino-2-methylpropan-1-ol NC[C@H](CO)C |r|